C(C=C)(=O)OCCC[Si](OCCC)(C)C acryloxypropyl-dimethyl-propoxysilane